C(C)(C)(C)OC(=O)N1CCC(CC1)N(C1=NC=C(C(=N1)OCC)C(=O)O)C 2-((1-(tert-butoxycarbonyl)piperidin-4-yl)(methyl)amino)-4-ethoxypyrimidine-5-carboxylic acid